benzyl 3-hydroxy-2,2-dimethyl-propionate OCC(C(=O)OCC1=CC=CC=C1)(C)C